C12(CC3CC(CC(C1)C3)C2)C2=CC=C(C=C2)NS(=O)(=O)C2=CC=C(C=C2)NC(C)=O N-(4-(N-(4-((3r,5r,7r)-adamantan-1-yl)phenyl)sulfamoyl)phenyl)acetamide